octa-hydro-4,7-methano-1H-indenedicarbaldehyde C1(C(CC2C3CCC(C12)C3)C=O)C=O